FC=1C=CC2=C(CCO2)C1CNC1=NC=C(C2=CC=NC=C12)C1=CC(=NN1C)C(=O)O 5-(1-(((5-fluoro-2,3-dihydrobenzofuran-4-yl)methyl)amino)-2,7-naphthyridin-4-yl)-1-methyl-1H-pyrazole-3-carboxylic acid